N-[4-(methylthiocarbamoyl)phenyl]carbamic acid tert-butyl ester C(C)(C)(C)OC(NC1=CC=C(C=C1)C(NC)=S)=O